3-(1-oxo-5-(1-(piperidin-4-yl)-1H-1,2,3-triazol-4-yl)isoindolin-2-yl)piperidine-2,6-dione hydrochloride Cl.O=C1N(CC2=CC(=CC=C12)C=1N=NN(C1)C1CCNCC1)C1C(NC(CC1)=O)=O